3-(6-(3-chloro-1H-pyrrolo[2,3-b]pyridin-5-yl)-2-(2-methoxyacetyl)-1,2,3,4-tetrahydroisoquinolin-8-yl)morpholine-4-carboxylic acid tert-butyl ester C(C)(C)(C)OC(=O)N1C(COCC1)C=1C=C(C=C2CCN(CC12)C(COC)=O)C=1C=C2C(=NC1)NC=C2Cl